acetyl-4-hydroxyproline C(C)(=O)N1[C@@H](CC(C1)O)C(=O)O